butoxycarbonylamino-3-(octahydroindolizin-7-yl)-2-propyl-1H-indole C(CCC)OC(=O)NN1C(=C(C2=CC=CC=C12)C1CCN2CCCC2C1)CCC